C1(=CC=CC=C1)\C(=C/S(=O)(=O)C1=CC=C(C=C1)C(F)(F)F)\S(=O)C1=CC=C(C=C1)C(F)(F)F (E)-1-(2-Phenyl-2-(4-trifluoromethylphenylsulfinyl)vinyl)sulfonyl-4-trifluoromethylbenzene